(Z)-N'-isobutyryl-3-(3-(3-(pentafluorosulfanyl)-5-(trifluoromethyl)phenyl)-1H-1,2,4-triazol-1-yl)propenhydrazide C(C(C)C)(=O)NNC(\C=C/N1N=C(N=C1)C1=CC(=CC(=C1)C(F)(F)F)S(F)(F)(F)(F)F)=O